(6aR)-5-hydroxy-5-methyl-3-(trifluoromethyl)-5,6,6a,7,9,10-hexahydro-8H-pyrazino[1,2-a][1,8]naphthyridin OC1(C[C@H]2N(C=3N=CC(=CC13)C(F)(F)F)CCNC2)C